4-[4-[2-[3-[3-[3-amino-6-(2-hydroxyphenyl)pyridazin-4-yl]-3,8-diazabicyclo[3.2.1]octan-8-yl]phenoxy]ethyl]piperazin-1-yl]-4-oxo-butanoic acid trihydrochloride Cl.Cl.Cl.NC=1N=NC(=CC1N1CC2CCC(C1)N2C=2C=C(OCCN1CCN(CC1)C(CCC(=O)O)=O)C=CC2)C2=C(C=CC=C2)O